((cyclopropylmethyl)sulfonyl)piperidin C1(CC1)CS(=O)(=O)N1CCCCC1